(R)-5-(4-(trifluoromethyl)phenyl)-5,6,6a,7-tetrahydropyrido[3,2-e]pyrrolo[1,2-a]pyrazin-8(9H)-one FC(C1=CC=C(C=C1)N1C[C@@H]2N(C3=C1C=CC=N3)CC(C2)=O)(F)F